S(=O)(=O)(O)C1=CC=CC2=CC=CC=C12 1-sulfonaphthalin